2-(ethylamino)-ethanol C(C)NCCO